BrC=1C=CC(=C(C1)CC(=O)O)F 5-bromo-2-fluorophenyl-acetic acid